FC(C1=NC=CC(=C1)C1=C(C=NC(=C1OC)C)C(=O)NC=1SC=2N=C(N=CC2N1)N1CCC(CC1)O)F 2'-(difluoromethyl)-N-(5-(4-hydroxypiperidin-1-yl)thiazolo[5,4-d]pyrimidin-2-yl)-5-methoxy-6-methyl-[4,4'-bipyridine]-3-carboxamide